racemic-tert-butyl N-[2-[[[2-benzyloxy-2-(trifluoromethyl)pent-4-enoyl]amino]carbamoyl]-6-bromo-5-(trifluoromethyl)-3-pyridyl]carbamate C(C1=CC=CC=C1)O[C@@](C(=O)NNC(=O)C1=NC(=C(C=C1NC(OC(C)(C)C)=O)C(F)(F)F)Br)(CC=C)C(F)(F)F |r|